N[C@@H]1C=2C(=NC(=CC2)OC)CC12CCN(CC2)C2=CN=C1C(=N2)NN=C1C(C)(O)C1=CC=CC=C1 1-(6-((S)-5-amino-2-methoxy-5,7-dihydrospiro[cyclopenta[b]pyridine-6,4'-piperidin]-1'-yl)-1H-pyrazolo[3,4-b]pyrazin-3-yl)-1-phenylethan-1-ol